i-propyl cyanoacrylate C(#N)C(C(=O)OC(C)C)=C